CS(=O)(=O)C=1C=C(C(=O)NC2=CC=C(C=C2)N2C3=C(NC(CC2=O)=O)C2=CC=CC=C2C=C3)C=CC1 5-[4-(3-methanesulfonylbenzoylamino)phenyl]-1H-naphtho[1,2-b][1,4]diazepine-2,4(3H,5h)-dione